4-(2-methoxy-4-((3-oxo-benzofuran-2(3H)-ylidene)methyl)phenoxy)-3-(trifluoromethyl)benzonitrile COC1=C(OC2=C(C=C(C#N)C=C2)C(F)(F)F)C=CC(=C1)C=C1OC2=C(C1=O)C=CC=C2